OC1CC(N(C1)C(C(C(C)C)C1=CC(=NO1)C)=O)C(=O)N 4-hydroxy-1-(3-methyl-2-(3-methylisoxazol-5-yl)butyryl)pyrrolidine-2-carboxamide